7-(3-methylbenzyl)-4-(4-methylbenzyl)-6,7,8,9-tetrahydroimidazo[1,2-a]pyrido[3,4-e]pyrimidin-5(4H)-one CC=1C=C(CN2CC=3C(N(C=4N(C3CC2)C=CN4)CC4=CC=C(C=C4)C)=O)C=CC1